2-bromo-1-(6-bromo-3-((4-methoxybenzyl)amino)-5-methylpyrazin-2-yl)pentane-1,3-dione BrC(C(=O)C1=NC(=C(N=C1NCC1=CC=C(C=C1)OC)C)Br)C(CC)=O